2-(5-((tetrahydro-2H-pyran-2-yloxy)methyl)isoxazol-3-yl)ethanol O1C(CCCC1)OCC1=CC(=NO1)CCO